C1(=C(C(=C(C(=C1[2H])[2H])[2H])[2H])[2H])C1=C(C(=C(C(=C1C=1C(=C(C=CC1)[2H])C1=CC=CC=2OC3=C(C21)C=CC=C3)[2H])[2H])[2H])[2H] (biphenylyl-d9)dibenzofuranyl-benzene-d